FC=1C=C2C(=NNC2=CC1OCCOC)C1=CC(=NO1)C1=CC=C(C=C1)C(=O)N1CC(C1)N1CCN(CC1)C 5-fluoro-6-(2-methoxyethoxy)-3-(3-{4-[3-(4-methylpiperazin-1-yl)azetidine-1-carbonyl]phenyl}-1,2-oxazol-5-yl)-1H-indazole